I[Zn]I diiodozinc